4-fluoro-5-methyl-phenol FC1=CC=C(C=C1C)O